N-(5-CHLORO-6-(2H-1,2,3-TRIAZOL-2-YL)PYRIDIN-3-YL)-3-(1-METHOXYISOQUINOLIN-5-YL)-4-(TRIFLUOROMETHYL)ISOTHIAZOLE-5-CARBOXAMIDE ClC=1C=C(C=NC1N1N=CC=N1)NC(=O)C1=C(C(=NS1)C1=C2C=CN=C(C2=CC=C1)OC)C(F)(F)F